(5'S,7a'R)-1-[3-(dimethylamino)-benzene-1-carbonyl]-5'-(3-fluorophenyl)tetrahydro-3'H-spiro[piperidine-4,2'-pyrrolo[2,1-b][1,3]-oxazol]-3'-one CN(C=1C=C(C=CC1)C(=O)N1CCC2(C(N3[C@H](O2)CC[C@H]3C3=CC(=CC=C3)F)=O)CC1)C